C1=CC(=CC(=C1)S(=O)(=O)O)N=NC2=CC=C(C=C2)N 4'-Aminoazobenzene-3-Sulfonic Acid